O=C(CC(=O)OC(=O)N1CC2(C1)CCC2)C.CN2C(=CC=C2)C(CCC2=CC=NC=C2)=O 1-(N-methyl-pyrrol-2-yl)-3-(pyridin-4-yl)propan-1-one 3-oxobutanoyl-2-azaspiro[3.3]heptane-2-carboxylate